N[C@H](C1=NC2=C(N1)C=CC(=C2F)C=2C=NC=C(C2C(=O)N(C)C)F)C2CCC(CC2)C 3-{2-[(S)-amino(4-methylcyclohexyl)methyl]-4-fluoro-1H-benzimidazol-5-yl}-5-fluoro-N,N-dimethylpyridine-4-carboxamide